O=C1NC(CCC1OC1=CC=C(C=C1)N1CCC(CC1)C(=O)O)=O 1-[4-[(2,6-dioxo-3-piperidyl)oxy]phenyl]piperidine-4-carboxylic acid